NC=1C(=NC=C(N1)C1CCC(CC1)O)C=1C=C2CN(C(C2=CC1)=O)[C@H](CO)C1=CC(=CC(=C1)F)Br (S)-5-(3-amino-6-trans-(4-hydroxycyclohexyl)pyrazin-2-yl)-2-(1-(3-bromo-5-fluorophenyl)-2-hydroxyethyl)isoindolin-1-one